CC1(OB(OC1(C)C)C=1SC=C(C1)C)C 4,4,5,5-tetramethyl-2-(4-methylthiophen-2-yl)-1,3,2-dioxaborolan